methyl 4-methoxy-5-(3-(N-(2-(4-methoxyphenyl)acetyl) propiolamido)propoxy)-2-propiolamidobenzoate COC1=CC(=C(C(=O)OC)C=C1OCCCN(C(C#C)=O)C(CC1=CC=C(C=C1)OC)=O)NC(C#C)=O